C12C=C(CC2C1)C1=NN2C(N(C(=C(C2=O)N2CCN(CC2)C(CC(CCCCCCCCCCCCCCCCC)O)=O)CC)CC(=O)NC2=C(C=C(C=C2)C(F)(F)F)Cl)=N1 2-(2-(Bicyclo[3.1.0]hex-2-en-3-yl)-5-ethyl-6-(4-(3-hydroxyeicosanoyl)piperazin-1-yl)-7-oxo-[1,2,4]triazolo[1,5-a]pyrimidin-4(7H)-yl)-N-(2-chloro-4-(trifluoromethyl)phenyl)acetamide